(S)-6-(1-amino-1,3-dihydro-spiro[inden-2,4'-piperidin]-1'-yl)-3-(1-(2-methylpyridin-4-yl)vinyl)-1,5-dihydro-4H-pyrazolo[3,4-d]pyrimidin-4-one N[C@@H]1C2=CC=CC=C2CC12CCN(CC2)C=2NC(C1=C(N2)NN=C1C(=C)C1=CC(=NC=C1)C)=O